(S)-2-(4-(6-((5-Chloropyridin-2-yl)methoxy)pyridin-2-yl)-2,5-difluorobenzyl)-1-(oxetan-2-ylmethyl)-1H-benzo[d]imidazole-6-carboxylic acid ClC=1C=CC(=NC1)COC1=CC=CC(=N1)C1=CC(=C(CC2=NC3=C(N2C[C@H]2OCC2)C=C(C=C3)C(=O)O)C=C1F)F